C(C)(C)(C)OC(=O)N1[C@H](C[C@@H](C1)CC1=C(C=CC=C1)C=1SC(=CC1)Cl)C(N[C@H](C(=O)NCC1=C(C(=CC(=C1)Cl)C)O)C)=O (2R,4S)-2-(((S)-1-((5-chloro-2-hydroxy-3-methylbenzyl)amino)-1-oxopropan-2-yl)carbamoyl)-4-(2-(5-chlorothien-2-yl)benzyl)pyrrolidine-1-carboxylic acid tert-butyl ester